C(C1=CC=CC=C1)OC1=NC(=NC=C1)C1COC1 4-(benzyloxy)-2-(oxetan-3-yl)pyrimidine